P(=O)(OC)(OC)OC(=C)C1=C(C=CC=C1)C dimethyl (1-(o-tolyl) vinyl) phosphate